2-methyl-4-[5-(methylsulfonylmethyl)-2-(2,2,2-trifluoroethoxy)phenyl]isoquinolin-1-one CN1C(C2=CC=CC=C2C(=C1)C1=C(C=CC(=C1)CS(=O)(=O)C)OCC(F)(F)F)=O